1-(tert-butyl) 2-ethyl 5-(bis(tert-butoxycarbonyl) amino)-6-bromo-1H-pyrrolo[3,2-b]pyridine-1,2-dicarboxylate C(C)(C)(C)OC(=O)N(C1=C(C=C2C(=N1)C=C(N2C(=O)OC(C)(C)C)C(=O)OCC)Br)C(=O)OC(C)(C)C